C(C)OC1=C(C=C(C=C1)S(=O)(=O)N1CC(C1)O)C=1NC(C2=C(N1)C(=NN2C)CCC)=O 5-(2-ethoxy-5-((3-hydroxyazetidin-1-yl)sulfonyl)phenyl)-1-methyl-3-propyl-1,6-dihydro-7H-pyrazolo[4,3-d]pyrimidin-7-one